[N+](=O)([O-])CC(C1=CC=CC=C1)SC1=C(C(=O)O)C=CC=C1 2-((2-nitro-1-phenylethyl)thio)-benzoic acid